ClC1=C(C=C(C(=C1)Cl)OC)NC1=C(C=NC2=CC(=C(C=C12)OC)OCCCN1CCN(CC1)CC1=NC=C(C=C1)N1C(NC(CC1)=O)=O)C#N 4-((2,4-dichloro-5-methoxyphenyl)amino)-7-(3-(4-((5-(2,4-dioxotetrahydropyrimidin-1(2H)-yl)pyridin-2-yl)methyl)piperazin-1-yl)propoxy)-6-methoxyquinoline-3-carbonitrile